ClC1=CC=C2C3=C(NC2=C1)CN(CC3)C(CC[C@@]3(C(NC(N3)=O)=O)C3CC3)=O (S)-5-(3-(7-chloro-1,3,4,9-tetrahydro-2H-pyrido[3,4-b]indol-2-yl)-3-oxopropyl)-5-cyclopropylimidazolidine-2,4-dione